C(C)(C)(C)OC(=O)N1[C@@H](CN(C[C@@H]1C)C=1OC(=C(N1)CO)C(F)(F)F)C (2r,6s)-4-[4-(hydroxymethyl)-5-(trifluoromethyl)-1,3-oxazol-2-yl]-2,6-dimethylpiperazine-1-carboxylic acid tert-butyl ester